C1(CCCCCCC1)OC(CC(C(=O)OC(C(=O)O)CC(F)(F)F)=C)=O ((4-(cyclooctyloxy)-2-methylene-4-oxobutanoyl)oxy)-4,4,4-trifluorobutanoic acid